N(=[N+]=[N-])CC[C@H]1[C@H]([C@@H](O[C@@H]1COC(C1=CC=CC=C1)(C1=CC=C(C=C1)OC)C1=CC=C(C=C1)OC)N1C=2N=C(NC(C2N=C1)=O)NC(C(C)C)=O)O N-[9-[(2R,3R,4S,5S)-4-(2-azidoethyl)-5-[[bis(4-methoxyphenyl)-phenyl-methoxy]methyl]-3-hydroxytetrahydrofuran-2-yl]-6-oxo-1H-purin-2-yl]-2-methyl-propanamide